2-[[4-(2-[1,4']Bipiperidinyl-1'-yl-2-oxo-ethyl)-6-(4-sulfamoyl-benzylamino)-2-pyrimidinyl]amino]-4-methyl-5-thiazolecarboxylic acid ethyl ester C(C)OC(=O)C1=C(N=C(S1)NC1=NC(=CC(=N1)CC(=O)N1CCC(CC1)N1CCCCC1)NCC1=CC=C(C=C1)S(N)(=O)=O)C